CC1=CC=CC(=N1)N1N=C(C=C1C=1C=C2N=CC=NC2=CC1)CC(=O)NC1=CC=C(C=C1)C(F)(F)F 1-(6-methylpyridin-2-yl)-5-(quinoxalin-6-yl)-N-(4-(trifluoromethyl)phenyl)-1H-pyrazole-3-carboxyamide